C(C)(C)(C)N(C(O)=O)C12CC(C1)(C2)F.FC21CC(C2)(C1)N1N=CC(=C1)I 1-(3-fluorobicyclo[1.1.1]pentan-1-yl)-4-iodo-1H-pyrazole tert-butyl-(3-fluorobicyclo[1.1.1]pentan-1-yl)carbamate